IC=1C=CC(=C(C1)N1C(N(C(C=C1)=O)CNC(CCC(=O)[O-])=O)=O)OC 4-(((3-(5-iodo-2-methoxyphenyl)-2,6-dioxo-3,6-dihydropyrimidine-1(2H)-yl)methyl)amino)-4-oxobutanoate